O=C1CN(CCN1)C1=NC(=NC(=C1)NCC1=CC=C(C=C1)NS(=O)(=O)C1CC1)NC=1SC(=C(N1)C)C(=O)OCC 2-[[4-[3-Oxo-1-piperazinyl]-6-[[(4-(cyclopropylsulfonylamino)phenyl)methyl]amino]-2-pyrimidinyl]amino]-4-methyl-5-thiazolecarboxylic acid, ethyl ester